1-tert-butyl 2-methyl 7-methyl-1H-indole-1,2-dicarboxylate CC=1C=CC=C2C=C(N(C12)C(=O)OC(C)(C)C)C(=O)OC